3-(4-(ethylsulfonamido)-3-(pyridin-2-ylmethoxy)phenyl)-5-(pyrazin-2-ylamino)-1H-pyrazole-4-carboxamide C(C)S(=O)(=O)NC1=C(C=C(C=C1)C1=NNC(=C1C(=O)N)NC1=NC=CN=C1)OCC1=NC=CC=C1